COC(C1=CC(=C(C=C1)N1C=CC=C1)N)=O 3-amino-4-(1H-pyrrol-1-yl)benzoic acid methyl ester